(3-(2-((cis-2-(aminomethyl)cyclopentyl)amino)-5-(trifluoromethyl)pyrimidin-4-yl)-1H-indole-7-yl)dimethyl-phosphine oxide NC[C@@H]1[C@@H](CCC1)NC1=NC=C(C(=N1)C1=CNC2=C(C=CC=C12)P(C)(C)=O)C(F)(F)F